C1(=C(C=CC=C1)C#CC1=NNC2=CC=C(C=C12)C(=O)N1CC(CC1)NC)C1=CC=CC=C1 (3-([1,1'-biphenyl]-2-ylethynyl)-1H-indazol-5-yl)(3-(methylamino)pyrrolidin-1-yl)methanone